FC=1C=C(C(=C2C=C(NC12)S(=O)(=O)Cl)C1=NC=CC=N1)C(F)(F)F 7-fluoro-4-(pyrimidin-2-yl)-5-(trifluoromethyl)-1H-indole-2-sulfonyl chloride